methyl-2-(chloromethyl)-1-((1-(fluoromethyl)cyclopropyl)methyl)-1H-imidazo[4,5-b]pyridine-6-carboxylic acid CC1=C(C=C2C(=N1)N=C(N2CC2(CC2)CF)CCl)C(=O)O